FC=1C=NC(=NC1)N1N=C(C=C1O)C(F)(F)F (5-fluoropyrimidin-2-yl)-3-trifluoromethyl-1H-pyrazol-5-ol